3-(5-Chloro-3-(N-(3,4-diethoxyphenyl)-N-methylsulfamoyl)thiophene-2-carboxamido)benzoic acid ClC1=CC(=C(S1)C(=O)NC=1C=C(C(=O)O)C=CC1)S(N(C)C1=CC(=C(C=C1)OCC)OCC)(=O)=O